C(CCCCCCCCCCCCC)OC(CCCCCCCCCCC\C=C/CCCCCCCC)=O Myristylerucat